N[C@H](C(=O)O)CCC(NCCCC(N)=O)=O (2S)-2-amino-4-[(3-carbamoylpropyl)carbamoyl]butanoic acid